methyl cyclopentylideneacetate C1(CCCC1)=CC(=O)OC